C(#N)C=1C=C(C=CC1)NC(=O)C1=CC2=C(ONO2)C=C1OC1=C(C=C(C=C1)F)C N-(3-cyanophenyl)-6-(4-fluoro-2-methylphenoxy)benzo[d][1,3]dioxazole-5-formamide